(S)-(2-(1-(6-ethoxy-5-methoxypyridin-2-yl)-2-(methylsulfonyl)ethyl)-7-nitroisoindol-1-one) C(C)OC1=C(C=CC(=N1)[C@@H](CS(=O)(=O)C)N1C(C2=C(C=CC=C2C1)[N+](=O)[O-])=O)OC